ClC1=CC=C(C(=N1)N1N=C(C=C1C#N)C)C1(CC1)C#N 2-[6-chloro-3-(1-cyanocyclopropyl)-2-pyridyl]-5-methyl-pyrazole-3-carbonitrile